3-(Aminomethyl)-6-methyl-4-(propan-2-yl)-1,2-dihydropyridin-2-one HCl salt Cl.NCC=1C(NC(=CC1C(C)C)C)=O